FC1=C(C(=O)NC2=NC(=CC=C2)C(=O)C2CCN(CC2)C)C(=CC(=C1)F)F 2,4,6-trifluoro-N-[6-(1-methyl-piperidin-4-ylcarbonyl)-pyridin-2-yl]-benzamide